3,3-di-p-tolyl-propionic acid C1(=CC=C(C=C1)C(CC(=O)O)C1=CC=C(C=C1)C)C